Di-(t-amyl)peroxide C(C)(C)(CC)OOC(C)(C)CC